FC1=C(CN2C=NN(C2=O)C2=CC=C(OC3=C(N=C(S3)C3CC(C3)C#N)C)C=C2)C(=CC=C1)F 3-(5-(4-(4-(2,6-Difluorobenzyl)-5-oxo-4,5-dihydro-1H-1,2,4-triazol-1-yl)phenoxy)-4-methylthiazol-2-yl)cyclobutane-1-carbonitrile